6-Bromo-4-{4-[(4-fluoro-2-methoxyphenyl)(4-fluorophenyl)methyl]piperazin-1-yl}-1-methyl-2-oxo-1,2-dihydro-1,5-naphthyridin-3-carbonitril BrC=1N=C2C(=C(C(N(C2=CC1)C)=O)C#N)N1CCN(CC1)C(C1=CC=C(C=C1)F)C1=C(C=C(C=C1)F)OC